(4,4'-bipyridyl)-3-carboxamide N1=CC(=C(C=C1)C1=CC=NC=C1)C(=O)N